5-[(8-bromooctyl)oxy]-2-[2,6-dioxopiperidin-3-yl]isoindole-1,3-dione BrCCCCCCCCOC=1C=C2C(N(C(C2=CC1)=O)C1C(NC(CC1)=O)=O)=O